(3,4-dihydroxy-5-oxo-2,5-dihydrofuran-2-yl) ethane-1,2-diylbis(tert-butylcarbamate) C(CN(C([O-])=O)C(C)(C)C)N(C(OC1OC(C(=C1O)O)=O)=O)C(C)(C)C